3-((methylsulfinyl)methyl)azetidine trifluoroacetic acid salt FC(C(=O)O)(F)F.CS(=O)CC1CNC1